ClC=1C=CC=C2C(C=C(OC12)C=1C=CC(=NC1)OCCOC1CC(C1)C(=O)O)=O 3-[2-[[5-(8-chloro-4-oxo-chromen-2-yl)-2-pyridinyl]oxy]ethoxy]cyclobutanecarboxylic acid